[N+](=O)([O-])C=1NC=CN1 nitro-imidazole